C(C)(C)(C)OC(=O)N1C(CC1)N1N=CC(=C1)C1=NN(C=2C1=NC(=C(C2)OC)C2=C(C(=CC=C2)C)C)CC2=CC=C(C=C2)OC (4-(5-(2,3-dimethylphenyl)-6-methoxy-1-(4-methoxybenzyl)-1H-pyrazolo[4,3-b]pyridin-3-yl)-1H-pyrazol-1-yl)azetidine-1-carboxylic acid tert-butyl ester